4-(4-(4-(3-((2,6-dioxopiperidin-3-yl)amino)benzyl)piperazin-1-yl)piperidin-1-yl)-N-(5-((R)-2-methoxy-2-phenylacetyl)-1,4,5,6-tetrahydropyrrolo[3,4-c]pyrazol-3-yl)benzamide O=C1NC(CCC1NC=1C=C(CN2CCN(CC2)C2CCN(CC2)C2=CC=C(C(=O)NC=3C4=C(NN3)CN(C4)C([C@@H](C4=CC=CC=C4)OC)=O)C=C2)C=CC1)=O